purin-6-one trifluoroacetate FC(C(=O)O)(F)F.N1=CN=C2N=CN=C2C1=O